3-ethoxy-1,3,5-trimethyl-8-[[(1R)-1-[3-(1,1-difluoro-2-hydroxy-2-methyl-propyl)phenyl]ethyl]amino]pyrrolo[2,3-g]phthalazin-2-one C(C)OC1(C(N(C2=CC=3C(=NN=C(C3C=C21)C)N[C@H](C)C2=CC(=CC=C2)C(C(C)(C)O)(F)F)C)=O)C